3-amino-1-(4-((6-(2-hydroxy-4-(1H-pyrazol-4-yl)phenyl)pyridazin-3-yl)(2,2,2-trifluoroethyl)amino)-2,2,6,6-tetramethylpiperidin-1-yl)propan-1-one NCCC(=O)N1C(CC(CC1(C)C)N(CC(F)(F)F)C=1N=NC(=CC1)C1=C(C=C(C=C1)C=1C=NNC1)O)(C)C